C(#N)C1=CC=NC=C1C1=CC(=C(C=C1)OC)OC 4-cyano-5-(3,4-dimethoxyphenyl)pyridine